tert-butyl (2R,5S)-5-methyl-2-(1-methyl-3-piperidyl)piperidine-1-carboxylate C[C@H]1CC[C@@H](N(C1)C(=O)OC(C)(C)C)C1CN(CCC1)C